ClC1=C2C(=C(N=C1Cl)OC)C=1[C@H](N(CCC1N2)C(=O)C2=NC=C(C=N2)OC)C (R)-(6,7-dichloro-9-methoxy-1-methyl-1,3,4,5-tetrahydro-2H-pyrrolo[3,2-c:4,5-c']dipyridin-2-yl)(5-methoxypyrimidin-2-yl)methanone